C(#N)C1=CC=2N(N=C1)C(=CC2)C2=CC(=C(C=N2)C2=NN=C(S2)N2[C@H]1CC(C[C@@H]2CC1)NC(C)=O)NC(C)C N-((1R,3s,5S)-8-(5-(6-(3-cyanopyrrolo[1,2-b]pyridazin-7-yl)-4-(isopropylamino)pyridin-3-yl)-1,3,4-thiadiazol-2-yl)-8-azabicyclo[3.2.1]oct-3-yl)acetamide